N-((3S,4S)-3-((3-(2,6-difluoro-3,5-dimethoxyphenyl)-1-ethyl-2-thioxo-1,2,3,4-tetrahydropyrido[4,3-d]pyrimidin-7-yl)amino)tetrahydro-2H-pyran-4-yl)acrylamide FC1=C(C(=C(C=C1OC)OC)F)N1C(N(C2=C(C1)C=NC(=C2)N[C@@H]2COCC[C@@H]2NC(C=C)=O)CC)=S